Cl.CC1CC(C1)N (1s,3r)-3-methylcyclobutan-1-amine hydrochloride